tertiary amylalcohol C(C)(C)(CC)O